ClC1=NC2=C(C(=NC=C2C(=C1[N+](=O)[O-])NC1C2CN(C1C2)C(=O)OC(C)(C)C)Cl)F tert-butyl (endo)-5-((2,7-dichloro-8-fluoro-3-nitro-1,6-naphthyridin-4-yl)amino)-2-azabicyclo[2.1.1]hexane-2-carboxylate